O1[C@@H](CCC1)C(=O)N[C@@H]1[C@@H](N(CCC1)C(=O)OC(C)C)COC1CCN(CC1)C1=NC=CC=N1 propan-2-yl cis-3-{[(2S)-oxolane-2-carbonyl]amino}-2-({[1-(pyrimidin-2-yl)piperidin-4-yl]oxy}methyl)piperidine-1-carboxylate